C1=NC=CC=2NN3C(=CN=CC(=C3)C(=O)O)C21 pyrido-[4',3':3,4]pyrazolo[1,5-a][1,4]diazepine-8-carboxylic acid